C(C)(C)(C)C=1C=C(C=C(C1O)C(C)(C)C)CCC(=O)Cl 3,5-Bis(t-butyl)-4-hydroxyphenylpropionyl chloride